{[(Dimethylamino)carbothioyl]sulfanyl}undecanoic Acid CN(C(=S)SC(C(=O)O)CCCCCCCCC)C